1-((1r,3r)-3-((5-([1,2,4]triazolo[4,3-a]pyridin-6-yl)-7H-pyrrolo[2,3-d]pyrimidin-2-yl)amino)-1-methylcyclobutyl)pyrrolidin-2-one N=1N=CN2C1C=CC(=C2)C2=CNC=1N=C(N=CC12)NC1CC(C1)(C)N1C(CCC1)=O